C(C)[C@]1(C(OCC=2C(N3CC=4C(=NC=5C=C6C(=CC5C4CN4CCN(CC4)C)OCCO6)C3=CC21)=O)=O)O (S)-8-ethyl-8-hydroxy-15-((4-methylpiperazin-1-yl)methyl)-11,14-dihydro-2H-[1,4]dioxino[2,3-g]pyrano[3',4':6,7]indolizino[1,2-b]quinoline-9,12(3H)-dione